[SH3+].[O+2] Oxygen sulfonium salt